CN(CCNC(=O)C=1N=CC2=CC=C(C=C2C1)C1=CC=C2C=CN=C(C2=C1)NCC1=CC=C(C=C1)OC)C N-(2-(dimethylamino)ethyl)-1'-((4-methoxybenzyl)amino)-[6,7'-biisoquinoline]-3-carboxamide